CN1N=C(C2=CC=CC(=C12)[C@@H]1CNCC1)C1C(NC(CC1)=O)=O 3-[1-methyl-7-[(3R)-pyrrolidin-3-yl]indazol-3-yl]piperidine-2,6-dione